4-(1-(2-(3-(Trifluoromethyl)phenyl)acetyl)-2,3-dihydro-1H-pyrrolo[2,3-c]pyridin-4-yl)benzonitrile FC(C=1C=C(C=CC1)CC(=O)N1CCC=2C1=CN=CC2C2=CC=C(C#N)C=C2)(F)F